ethyl 2-(bicyclo[4.2.0]octa-1(6),2,4-trien-3-yl)acetate C1=2C=C(C=CC2CC1)CC(=O)OCC